2-methyl-6-(trimethylstannyl)benzo[D]oxazole CC=1OC2=C(N1)C=CC(=C2)[Sn](C)(C)C